CN(C1=CC=C(C=C1)N=NC1=CC=C(C=C1)S(=O)(=O)N)C 4-((4-(dimethylamino)phenyl)diazenyl)benzenesulfonamide